FC1=CC=C(CC2=NOC(=N2)C2CCN(CC2)C(CC2=NON=C2C)=O)C=C1 1-(4-(3-(4-fluorobenzyl)-1,2,4-oxadiazol-5-yl)piperidin-1-yl)-2-(4-methyl-1,2,5-oxadiazol-3-yl)ethan-1-one